ClC1=C(C(=C(CNC(C(C)C)=O)C=C1)F)C=1NC(C=C(N1)C1=NC(=CC=C1)OC)=O 1-N-{4-chloro-2-fluoro-3-[4-(6-methoxypyridin-2-yl)-6-oxo-1,6-dihydropyrimidin-2-yl]benzyl}isobutyramide